1,8-diaminooctane trifluoroacetate FC(C(=O)O)(F)F.NCCCCCCCCN